N1(CCNCCC1)C(CCC)C1=NC2=C(C=C(C=C2C(N1CC)=O)F)Cl 2-(1-(1,4-diazepan-1-yl)butyl)-8-chloro-3-ethyl-6-fluoroquinazolin-4(3H)-one